FC1=CC=C(C=C1)CC(=O)N 2-(4-fluorophenyl)-acetamide